5-(4-((2,5-Dimethyl-3-oxo-4H-quinoxalin-6-yl)methyl)piperazin-1-yl)-N-(methyl-d3)pyridine-2-carboxamide tert-butyl-(1-(2-((2-nitrophenyl)sulfonamido)ethyl)cyclopropyl)carbamate C(C)(C)(C)N(C(O)=O)C1(CC1)CCNS(=O)(=O)C1=C(C=CC=C1)[N+](=O)[O-].CC1=NC2=CC=C(C(=C2NC1=O)C)CN1CCN(CC1)C=1C=CC(=NC1)C(=O)NC([2H])([2H])[2H]